N=1C=NN2C1C=C(C=C2)OC2=CC(=C(C=C2C)NC2=NC=NC1=CC(=C(C=C21)NC(C(=C)N2N=CC=C2)=O)OC)OC N-(4-((4-([1,2,4]triazolo[1,5-a]pyridin-7-yloxy)-2-methoxy-5-methylphenyl)amino)-7-methoxyquinazolin-6-yl)-2-(1H-pyrazol-1-yl)acrylamide